C(=O)(O)[C@H](O)[C@@H](O)C(=O)O.C(C1=CC=CC=C1)NC(=O)C1=NN(C2=C1CCC=1C=NC(=NC21)NC2=CC=C(C=C2)N2CCN(CC2)C)C N-benzyl-1-methyl-8-{[4-(4-methylpiperazin-1-yl)phenyl]amino}-4,5-dihydro-1H-pyrazolo[4,3-h]quinazoline-3-carboxamide (L)-tartrate